NC1=C(C=C(C=C1C(=O)N)C1CC(CC1)Br)C1=CC=C(C=C1)S(N)(=O)=O 2-amino-5-(3-bromocyclopentyl)-4'-sulfamoyl-[1,1'-biphenyl]-3-carboxamide